1-(4-bromo-2,6-dimethylphenyl)-4-[(3R)-3-fluorotetrahydro-1H-pyrrol-1-yl]butan-1-one BrC1=CC(=C(C(=C1)C)C(CCCN1C[C@@H](CC1)F)=O)C